Tert-butyl 2-(p-tolylsulfonyloxy)-7-azaspiro[3.5]nonane-7-carboxylate C1(=CC=C(C=C1)S(=O)(=O)OC1CC2(C1)CCN(CC2)C(=O)OC(C)(C)C)C